NCC(C(C(C(=O)O)(N)N)(N)N)=O pentaaminolevulinic acid